N(=[N+]=[N-])C1=CC=C(C=C1)C(\C=C/C1=CC=C(C=C1)N=[N+]=[N-])=O (Z)-1,3-bis(4-azidophenyl)prop-2-en-1-one